pentacyclo[2.1.0.01,3.02,4.02,5]pentane C123C45C1C43C52